CC1=NOC(=C1C=1C=C2C(=NC1)C1=C(N2[C@@H](C2CCOCC2)C2=NC=CC=C2F)C(=NN1C)C(C)(C)O)C (S)-2-(6-(3,5-dimethylisoxazol-4-yl)-4-((3-fluoropyridin-2-yl)(tetrahydro-2H-pyran-4-yl)methyl)-1-methyl-1,4-dihydropyrazolo[3',4':4,5]pyrrolo[3,2-b]pyridin-3-yl)propan-2-ol